FC(C(C)N1C=NC(=C1)C(=O)OCC)(F)F ethyl 1-(1,1,1-trifluoropropan-2-yl)-1H-imidazole-4-carboxylate